ClC=1C(N(N=CC1N[C@@H](C)[C@@H]1COCCC1)C1=CC=C(C=C1)N(C)C1=CC=C(C=C1)F)=O 4-chloro-2-(4-((4-fluorophenyl)(methyl)amino)phenyl)-5-(((S)-1-((R)-tetrahydro-2H-pyran-3-yl)ethyl)amino)pyridazin-3(2H)-one